(6R)-17-amino-6,15-bis(trifluoromethyl)spiro[19-oxa-3,4,13,18-tetraazatricyclo[12.3.1.12,5]nonadec-1(18),2,4,14,16-pentaen-12,4'-tetrahydropyran]-6-ol NC1=CC(=C2NC3(CCOCC3)CCCCC[C@](C3=NN=C(C1=N2)O3)(O)C(F)(F)F)C(F)(F)F